2-[[4-[5-[(1R)-1-(3,5-Dichloro-4-pyridyl)ethoxy]-1H-indazol-3-yl]-2-pyridyl]amino]ethanol ClC=1C=NC=C(C1[C@@H](C)OC=1C=C2C(=NNC2=CC1)C1=CC(=NC=C1)NCCO)Cl